(E)-4-(3-(pyridin-4-yl)acrylamido)-N-(3-(trifluoromethyl)benzyl)benzamide N1=CC=C(C=C1)/C=C/C(=O)NC1=CC=C(C(=O)NCC2=CC(=CC=C2)C(F)(F)F)C=C1